sodium dibutyl-tin diacetate C(C)(=O)[O-].C(C)(=O)[O-].C(CCC)[Sn+2]CCCC.[Na+]